8-Chloro-2-(1-(4,4-difluoro-1-methylcyclohexyl)-1H-pyrazol-4-yl)-7-((2-methyl-1-((2-(trimethylsilyl)ethoxy)methyl)-1H-benzo[d]imidazol-6-yl)oxy)quinoxaline ClC=1C(=CC=C2N=CC(=NC12)C=1C=NN(C1)C1(CCC(CC1)(F)F)C)OC=1C=CC2=C(N(C(=N2)C)COCC[Si](C)(C)C)C1